CS(=O)(=O)C1=CC=C(C=N1)C1=NC2=CC3=C(C=C2C=C1)C=NN3 7-(6-methylsulfonyl-3-pyridyl)-1H-pyrazolo[4,3-g]quinoline